4-(2,6-difluoro-4-nitrophenoxy)-3-(1,2,3,6-tetrahydropyridin-4-yl)-1-{[2-(trimethylsilyl)ethoxy]methyl}-1H-pyrrolo[2,3-b]pyridine FC1=C(OC2=C3C(=NC=C2)N(C=C3C=3CCNCC3)COCC[Si](C)(C)C)C(=CC(=C1)[N+](=O)[O-])F